C(CCCCCCCCCCCCC)N1CC=CC=C1 N-tetradecyl-pyridine